2-(2-chloro-6-cyclopropylpyridin-4-yl)-5-cyanobenzamide ClC1=NC(=CC(=C1)C1=C(C(=O)N)C=C(C=C1)C#N)C1CC1